1-(2,2-bis(1H-indol-3-yl)ethyl)-3-p-tolylthiourea N1C=C(C2=CC=CC=C12)C(CNC(=S)NC1=CC=C(C=C1)C)C1=CNC2=CC=CC=C12